C(C)(=O)N1CCN(CC1)CC1=C(C=C(C=C1)NC(=O)NC=1SC(=C(N1)C)C1=NC(=NC=C1)SC)C(F)(F)F 1-(4-((4-Acetylpiperazin-1-yl)methyl)-3-(trifluoromethyl)phenyl)-3-(4-methyl-5-(2-(methylthio)pyrimidin-4-yl)thiazol-2-yl)urea